C(=O)(O)C=1C=CC2=C(N=C(O2)C=2C(OC3=CC(=CC=C3C2)NCCCS(=O)(=O)O)=O)C1 3-(5-Carboxybenzoxazol-2-Yl)-7-(3-Sulfopropyl)Amino-Coumarin